(2R)-2-(3-{5-chloro-2-[(oxacyclohex-4-yl)amino]pyrimidin-4-yl}-5-oxo-5H,6H,7H-pyrrolo[3,4-b]pyridin-6-yl)-N-[(1S)-1-(3-fluoro-5-methylphenyl)-2-hydroxyethyl]propionamide ClC=1C(=NC(=NC1)NC1CCOCC1)C=1C=C2C(=NC1)CN(C2=O)[C@@H](C(=O)N[C@H](CO)C2=CC(=CC(=C2)C)F)C